N-(p-bromophenyl)acrylamide BrC1=CC=C(C=C1)NC(C=C)=O